CC=1N=NN(C1)C1=NC=2N(C=C1)N=CC2C(=O)N 5-(4-methyl-1H-1,2,3-triazol-1-yl)pyrazolo[1,5-a]pyrimidin-3-carboxamid